CC1(CCC2(CCC(O2)O)CC1)C 8,8-dimethyl-1-oxaspiro[4.5]decan-2-ol